N2-[2-(7-azaspiro[3.5]nonan-7-yl)phenyl]-N5,N5-dimethylthiophene-2,5-disulfonamide C1CCC12CCN(CC2)C2=C(C=CC=C2)NS(=O)(=O)C=2SC(=CC2)S(=O)(=O)N(C)C